CC1(C2CC=CC1C2)C 6,6-dimethylbicyclo[3.1.1]hept-2-ene